C(C)(C)(C)C1=CC=2N(C3=CC(=CC=C3C2C=C1)C(C)(C)C)C1=C(C=C(C=C1F)F)C1=C(C=CC(=C1)C(C)(CC(C)(C)C)C)O (2,7-di-tert-butyl-9H-carbazol-9-yl)-3,5-difluoro-2'-hydroxy-5'-(2,4,4-trimethylpentan-2-yl)-[1,1'-biphenyl]